OC=1C=C(C=2OC3=CC=CC=C3C(C2O)=O)C=CC1O 3',4'-dihydroxyflavonol